FC1=CN=C(C2=CC=CC=C12)C=O 4-Fluoroisoquinoline-1-carboxaldehyde